[Br-].C(C)O[Si](OCC)(OCC)CCC[N+](C)(C)CCCCCCCCCCCCCCCCCC triethoxysilylpropyl-octadecyl-dimethyl-ammonium bromide